C1=CC=CC=2N(C3=C(C=CC21)C=CC=C3)C(=O)N3[C@@H](CN(CC3)C(N(C3=CC=CC=C3)C3=C(C=CC=C3)OC)=O)C(=O)O (S)-1-(5H-dibenzo[b,f]azepine-5-carbonyl)-4-((2-methoxylphenyl)(phenyl)carbamoyl)piperazine-2-carboxylic acid